2-(Pyridin-3-yl)acetic acid N1=CC(=CC=C1)CC(=O)O